C(C=C)(=O)N1CCN(CC1)C1=C(C(N(C2=NC(=C(C=C12)Cl)C1=C(C(=C(C(=C1F)F)F)N)F)C=1C(=NC=CC1C)C(C)C)=O)C#N 4-(4-Acryloylpiperazin-1-yl)-7-(3-amino-2,4,5,6-tetrafluorophenyl)-6-chloro-1-(2-isopropyl-4-methylpyridin-3-yl)-2-oxo-1,2-dihydro-1,8-naphthyridine-3-carbonitrile